ClC=1C(=NC(=NC1)NC1=C(C=C(C=C1)N1CCC(CC1)N(C)CC=1C=C2C(N(C(C2=CC1)=O)C1C(NC(CC1)=O)=O)=O)OC)NC1=C(C=CC=C1)P(=O)(C)C 5-(((1-(4-((5-chloro-4-((2-(dimethylphosphoryl)phenyl)amino)pyrimidin-2-yl)amino)-3-methoxyphenyl)piperidin-4-yl)(methyl)amino)methyl)-2-(2,6-dioxopiperidin-3-yl)isoindoline-1,3-dione